C1(CC1)N1N=C(C(=C1)F)[S@@](=O)(N)=NC(NC1=C2C(=NC3=C1CCC3)C3(CC2)CC3)=O |o1:9| (R) or (S)-1-cyclopropyl-4-fluoro-N'-((1',5',6',7'-tetrahydro-2'H-spiro[cyclopropane-1,3'-dicyclopenta[b,e]pyridin]-8'-yl)carbamoyl)-1H-pyrazole-3-sulfonimidamide